3-(methylthio)-4-(trifluoromethyl)benzoic acid CSC=1C=C(C(=O)O)C=CC1C(F)(F)F